1-(2-aminopyridin-3-yl)-3-(4-(tert-butyl)phenyl)prop-2-yn-1-one NC1=NC=CC=C1C(C#CC1=CC=C(C=C1)C(C)(C)C)=O